C[C@H]1CNCCN1 (3S)-3-methylpiperazine